4-(2-Methoxy-3-nitrophenoxy)tetrahydro-2H-pyran COC1=C(OC2CCOCC2)C=CC=C1[N+](=O)[O-]